6-cyano-N-[2-[4-[[4-[1-(2,6-dioxo-3-piperidinyl)-3-methyl-2-oxo-benzoimidazol-4-yl]-1-piperidinyl]methyl]cyclohexyl]-6-methoxy-indazol-5-yl]pyrazolo[1,5-a]pyrimidine-3-carboxamide C(#N)C=1C=NC=2N(C1)N=CC2C(=O)NC2=CC1=CN(N=C1C=C2OC)C2CCC(CC2)CN2CCC(CC2)C2=CC=CC=1N(C(N(C12)C)=O)C1C(NC(CC1)=O)=O